7-(2-(1H-indol-3-yl)ethoxy)-5-(2,4-dimethylthiazol-5-yl)thiazolo[5,4-d]pyrimidine N1C=C(C2=CC=CC=C12)CCOC=1C2=C(N=C(N1)C1=C(N=C(S1)C)C)SC=N2